Pyridine-2-carboxylic acid [3-(3-phenyl-ureido)-adamantan-1-yl]-amide C1(=CC=CC=C1)NC(NC12CC3(CC(CC(C1)C3)C2)NC(=O)C2=NC=CC=C2)=O